6-[8-Fluoro-2-(4-piperidinyl)imidazo[1,2-a]pyridin-6-yl]-2-methyl-imidazo[1,2-b]pyridazine FC=1C=2N(C=C(C1)C=1C=CC=3N(N1)C=C(N3)C)C=C(N2)C2CCNCC2